beta-isocyanatoethyl-trimethoxysilane N(=C=O)CC[Si](OC)(OC)OC